O=C1NC(CCC1N1C(C2=CC=CC(=C2C1)N1CC(CC1=O)CC=1C(=NC=CC1)C(=O)N)=O)=O ((1-(2-(2,6-dioxopiperidin-3-yl)-1-oxoisoindolin-4-yl)-5-oxopyrrolidin-3-yl)methyl)picolinamide